C(C)OC(C(\C=C\C1=CC=C(C=C1)OC)(F)F)=O (E)-2,2-difluoro-4-(4-methoxyphenyl)but-3-enoic acid ethyl ester